ClC1=C(C=NC2=CC=C(C=C12)OC)CC1N(CCCC1)CC1=CC=C(C=C1)OC 4-chloro-6-methoxy-3-((1-(4-methoxybenzyl)piperidin-2-yl)methyl)quinoline